CC1=CC=CC(=N1)C1=C(N=CN1)C=1C=C2C=C(C=NC2=CC1)C=1C=NC(=NC1)C(=O)O[C@H]1CNCC1 [(3R)-pyrrolidin-3-yl] 5-[6-[5-(6-methyl-2-pyridyl)-1H-imidazol-4-yl]-3-quinolyl]pyrimidine-2-carboxylate